(2S,4R)-tert-Butyl 4-fluoro-2-((3-((1-(3-methoxynaphthalen-1-yl)cyclopropyl) carbamoyl)-4-methylphenoxy)methyl)pyrrolidine-1-carboxylate F[C@@H]1C[C@H](N(C1)C(=O)OC(C)(C)C)COC1=CC(=C(C=C1)C)C(NC1(CC1)C1=CC(=CC2=CC=CC=C12)OC)=O